(R)-6-(2,2-difluorocyclopropane-1-carboxamido)-4-((2-methoxy-3-(1-methyl-1H-1,2,4-triazol-3-yl)phenyl)amino)-N-methylpyridazine-3-carboxamide FC1([C@H](C1)C(=O)NC1=CC(=C(N=N1)C(=O)NC)NC1=C(C(=CC=C1)C1=NN(C=N1)C)OC)F